8-(2,2-dimethylpyrrolidine-1-carbonyl)quinazolin-4-amine CC1(N(CCC1)C(=O)C=1C=CC=C2C(=NC=NC12)N)C